C(CCC\C=C/CC)OC(CCC(=O)OCCCCCCCN(CCCCCCCOC(CCC(OCCCC\C=C/CC)OCCCC\C=C/CC)=O)CC1N(CCC1)CC)OCCCC\C=C/CC (((1-ethylpyrrolidin-2-yl)methyl)azanediyl)bis(heptane-7,1-diyl) bis(4,4-bis(((Z)-oct-5-en-1-yl)oxy)butanoate)